CN1C=NC(=C1C)C(CNC(OC(C)(C)C)=O)=O tert-butyl [2-(1,5-dimethyl-1H-imidazol-4-yl)-2-oxoethyl]carbamate